N2-[(4-chloro-1,3-dimethyl-1H-pyrazol-5-yl)carbonyl]-N-{(1S)-1-cyano-2-[(3S)-2-oxopyrrolidin-3-yl]ethyl}-4-methyl-L-leucinamide ClC=1C(=NN(C1C(=O)N[C@@H](CC(C)(C)C)C(=O)N[C@@H](C[C@H]1C(NCC1)=O)C#N)C)C